(E)-N-(3-amino-3-iminopropyl)-4-(4-(4-(2-(benzo[c][1,2,5]oxadiazol-5-yl)vinyl)benzoylamino)-1H-pyrrole-2-carboxamido)-1-methyl-1H-pyrrole-2-carboxamide NC(CCNC(=O)C=1N(C=C(C1)NC(=O)C=1NC=C(C1)NC(C1=CC=C(C=C1)\C=C\C1=CC=2C(=NON2)C=C1)=O)C)=N